N1C(=NC2=C1C=CC=C2)[C@H]2N(C[C@@H](C2)O)C(=O)OC(C)(C)C tert-butyl (2S,4R)-2-(1H-benzo[d]imidazol-2-yl)-4-hydroxypyrrolidine-1-carboxylate